CC1=C(C=CC=C1)C1=C2C(=C(C(=C1C)C)C)C1C(COCC3C2O3)O1 tetramethylbiphenyldiglycidyl ether